[O-2].[Ga+3].[Nd+3].[O-2].[O-2] Neodymium gallium oxide